C(C)N(C=1N=C(C(=NC1C)C(=O)N)NC1=CC(=CC=C1)CCNC([C@H](C)NC)=O)C (S)-5-(ethyl(methyl)amino)-6-methyl-3-((3-(2-(2-(methylamino)propanamido)ethyl)phenyl)amino)pyrazine-2-carboxamide